O-benzyl-N-(1-(hydroxymethyl)-4-methylcyclohexane-1-carbonyl)-L-threonine benzyl ester C(C1=CC=CC=C1)OC([C@@H](NC(=O)C1(CCC(CC1)C)CO)[C@H](OCC1=CC=CC=C1)C)=O